CNC(NCCSC=1C(=NON1)C(=N)N)=NS(=O)(=O)C 2-(3-methyl-2-(methylsulfonyl)guanidino)ethylthio-1,2,5-oxadiazole-3-carboxamidine